1-methyl-3,3-diethylpentane CCCC(CC)(CC)CC